C(C)(C)(C)OC(=O)N1C2CN(CC1CC2)C2=CC(=NC1=C(C(=NC=C21)Cl)F)C#C[C@]21CCCN1C[C@@H](C2)F 3-(2-{2-[(2R,7aS)-2-fluoro-hexahydro-1H-pyrrolizin-7a-yl]Ethynyl}-7-chloro-8-fluoro-1,6-naphthyridin-4-yl)-3,8-diazabicyclo[3.2.1]Octane-8-carboxylic acid tert-butyl ester